FC1CC(C1)NC(=O)C=1C=C(C(N(C1)[C@H](C)C1=CC=CC=C1)=O)C(=O)NC (R)-N5-(3-fluorocyclobutyl)-N3-methyl-2-oxo-1-(1-phenylethyl)-1,2-dihydropyridine-3,5-dicarboxamide